(2'S,7R)-2-(2,2-difluoroethyl)-2'-methyl-1'-prop-2-ynyl-spiro[4,5-dihydrothieno[2,3-c]pyran-7,4'-piperidine] FC(CC1=CC2=C(S1)[C@@]1(C[C@@H](N(CC1)CC#C)C)OCC2)F